ClC1=CC=C(C(=O)N2CCCC23CCN(CC3)C(=O)OC(C(F)(F)F)C(F)(F)F)C=C1 1,1,1,3,3,3-hexafluoropropan-2-yl 1-(4-chlorobenzoyl)-1,8-diazaspiro[4.5]decane-8-carboxylate